4-((2-(6,8-dioxa-2-azaspiro[3.5]nonan-7-yl)ethyl)(2,6-difluoro-4-methoxybenzyl)amino)benzonitrile C1NCC12COC(OC2)CCN(C2=CC=C(C#N)C=C2)CC2=C(C=C(C=C2F)OC)F